((S)-1-(2-Chloro-3-fluorophenyl)-2-methylpropoxy)-N-((R,E)-4-(methylsulfonyl)but-3-en-2-yl)pyrimidine-2-carboxamide ClC1=C(C=CC=C1F)[C@H](C(C)C)OC1=NC(=NC=C1)C(=O)N[C@H](C)\C=C\S(=O)(=O)C